N-(4-morpholinophenyl)oxazol-2-amine O1CCN(CC1)C1=CC=C(C=C1)NC=1OC=CN1